C12(CC(C1)C2)C(=O)N2[C@H]([C@H](CC2)NS(=O)(=O)C)CC2=CC(=CC=C2)Br N-((2S,3S)-1-(bicyclo[1.1.1]pent-1-ylcarbonyl)-2-(3-bromobenzyl)pyrrolidin-3-yl)methanesulfonamide